5-(2,2-difluoroethoxy)-4-fluoro-6-methoxy-pyrimidin-2-amine FC(COC=1C(=NC(=NC1OC)N)F)F